FC=1C=C2C(=C(N(C2=CC1)C1=CC(=C(C=C1)F)C)C(C)C)C=C 5-fluoro-1-(4-fluoro-3-methyl-phenyl)-2-isopropyl-3-vinyl-indole